C1N(CCC2=CC=CC=C12)C[C@H](CN1C(C2=CC=C(C=C2CC1)OC1CN(CC1)C)=O)O 2-[(2R)-3-(3,4-Dihydro-1H-isochinolin-2-yl)-2-hydroxy-propyl]-6-(1-methylpyrrolidin-3-yl)oxy-3,4-dihydroisochinolin-1-on